C(C1=CC=CC=C1)(=O)C1=C(N=C(S1)N(C1=CC=C(C=C1)F)[C@@H](C(=O)N)C)C |r| Rac-2-(N-(5-benzoyl-4-methyl-thiazol-2-yl)-4-fluoro-anilino)propanamide